CC1=NC(=C(C=C1)C(F)(F)F)N1N=CC=N1 methyl-6-(2H-1,2,3-triazol-2-yl)-5-(trifluoromethyl)pyridin